BrC1=C(C(=CC(=C1F)F)C(NC1CC1)=O)NC(=O)C1CCOCC1 N-[2-bromo-6-(cyclopropylcarbamoyl)-3,4-difluoro-phenyl]tetrahydropyran-4-carboxamide